BrC1=C(C=C(C=C1C)N1C=2C=CC=CC2C2(C3=CC=CC=C3C=3C=CC=CC23)C2=CC=CC=C12)C 10-(4-bromo-3,5-dimethylphenyl)-10H-spiro[acridine-9,9'-fluorene]